1-benzyl-5-methyl-1,2-dihydro-3H-pyrazol-3-one C(C1=CC=CC=C1)N1NC(C=C1C)=O